1-methyl-3-propyl-1H-pyrazolo[4,3-d]pyrimidine CN1N=C(C=2N=CN=CC21)CCC